3-Chloro-6-(6-chlorobenzo[d][1,3]dioxol-5-yl)picolinic acid ClC=1C(=NC(=CC1)C1=CC2=C(OCO2)C=C1Cl)C(=O)O